(R)-6-chloro-1-(1-methylcyclopropyl)-7-(2-(morpholino-methyl)pyrrolidin-1-yl)-4-oxo-1,4-dihydro-quinoline-3-carboxylic acid ClC=1C=C2C(C(=CN(C2=CC1N1[C@H](CCC1)CN1CCOCC1)C1(CC1)C)C(=O)O)=O